5,8-diaminotetrahydronaphthalen-1-one NC1C2CCCC(C2=C(C=C1)N)=O